6'-(trifluoromethyl)spiro[cyclopropane-1,1'-inden]-3'(2'H)-one FC(C1=CC=C2C(CC3(C2=C1)CC3)=O)(F)F